C(C1=CC=CC=C1)N1C[C@@H]2[C@H]3C(N[C@]([C@@H]([C@H]31)CC(C)C)(C2)C(=O)NCC(C)C)=O |o1:9,10,13,14,15| (3S*,3aR*,6S*,7R*,7aR*)-1-benzyl-N,7-diisobutyl-4-oxooctahydro-6H-3,6-methanopyrrolo[3,2-c]pyridine-6-carboxamide